CN([Si](C=C)C=C)[Si](C)(C)C DIVINYLTETRAMETHYLDISILAZANE